ClC=1C=CC(=C(C1)[C@@H]1[C@H](C1)C(=O)NC1=NC=CC(=C1)NCC=1N=C2N(C=C(C=C2CO)C2CC2)C1)C#N |r| rac-(1S*,2S*)-2-(5-chloro-2-cyanophenyl)-N-(4-(((6-cyclopropyl-8-(hydroxymethyl)imidazo[1,2-a]pyridin-2-yl)methyl)amino)pyridin-2-yl)cyclopropane-1-carboxamide